6-([1,3]benzodioxan-5-ylmethyl)-3-(3-cyanobenzyl)-2,3,4,6-tetrahydropyrido[3,4-c][1,8]naphthyridin-5(1H)-one O1COCC2=C1C=CC=C2CN2C(C1=C(C=3C=CC=NC23)CCN(C1)CC1=CC(=CC=C1)C#N)=O